1,3-Dichloro-6-(4-methoxyphenyl)-9,9-dimethyl-9,10-dihydroacridine ClC1=CC(=CC=2NC3=CC(=CC=C3C(C12)(C)C)C1=CC=C(C=C1)OC)Cl